3-(4,5-Dimethylthiazol-2-yl)-2,5-diphenyltetrazolium bromide Inosine-5'-monophosphate P(=O)([O-])([O-])OC[C@@H]1[C@H]([C@H]([C@@H](O1)N1C=NC=2C(O)=NC=NC12)O)O.[Br-].CC=1N=C(SC1C)N1N([NH2+]C(=N1)C1=CC=CC=C1)C1=CC=CC=C1.CC=1N=C(SC1C)N1N([NH2+]C(=N1)C1=CC=CC=C1)C1=CC=CC=C1.CC=1N=C(SC1C)N1N([NH2+]C(=N1)C1=CC=CC=C1)C1=CC=CC=C1